O1CCC2C3=C(C=NCC2)C=CC=C13 3,3a,4,5-Tetrahydro-2H-chromeno[5,4-cd]azepine